N-(1'-(3-hydroxy-5-(piperidin-1-ylsulfonyl)benzoyl)spiro[cyclohexane-1,3'-indolin]-5'-yl)methanesulfonamide OC=1C=C(C(=O)N2CC3(C4=CC(=CC=C24)NS(=O)(=O)C)CCCCC3)C=C(C1)S(=O)(=O)N1CCCCC1